C(C)(C)(C)C=1NC=CC1C(=O)NCC1=NC(=NO1)C=1N(C2=CC=CC(=C2C1)N[C@H]1[C@H](CN(CC1)C)F)CC(F)(F)F tert-butyl-N-[[3-[4-[[(3S,4R)-3-fluoro-1-methyl-4-piperidyl]amino]-1-(2,2,2-trifluoroethyl)indol-2-yl]-1,2,4-oxadiazol-5-yl]methyl]pyrrole-3-carboxamide